2-(6-(trans-3-(dimethylamino)-4-hydroxypyrrolidin-1-yl)pyridin-2-yl)-4-(2-fluoro-6-methoxyphenyl)-2,3-dihydro-1H-pyrrolo[3,4-c]pyridin-1-one CN([C@@H]1CN(C[C@H]1O)C1=CC=CC(=N1)N1CC=2C(=NC=CC2C1=O)C1=C(C=CC=C1OC)F)C